N-(6-cyanopyridazin-3-yl)-2-nitrobenzamide C(#N)C1=CC=C(N=N1)NC(C1=C(C=CC=C1)[N+](=O)[O-])=O